ClC=1N=C(C=2OCCN(C2N1)CCO)Cl 2-(2,4-dichloro-6,7-dihydro-8H-pyrimido[5,4-b][1,4]Oxazin-8-yl)ethan-1-ol